trans-tert-butyl 2-(2-chloro-6-(4,4,5,5-tetramethyl-1,3,2-dioxaborolan-2-yl)pyridin-4-yl)-6-(methoxymethyl)morpholine-4-carboxylate ClC1=NC(=CC(=C1)[C@@H]1CN(C[C@H](O1)COC)C(=O)OC(C)(C)C)B1OC(C(O1)(C)C)(C)C